2-[4-n-pentylphenyl]ferrocene C(CCCC)C1=CC=C(C=C1)C=1[CH-]C=CC1.[CH-]1C=CC=C1.[Fe+2]